2-(methyl(2,2,2-trifluoroethyl)amino)ethyl methacrylate C(C(=C)C)(=O)OCCN(CC(F)(F)F)C